cesium cerium [Ce].[Cs]